(2-amino-6-(4-methyl-1H-pyrrolo[2,3-b]pyridin-5-yl)imidazo[1,2-a]pyridin-3-yl)(pyrimidin-4-yl)methanone NC=1N=C2N(C=C(C=C2)C=2C(=C3C(=NC2)NC=C3)C)C1C(=O)C1=NC=NC=C1